9,9-dimethyl-9H-thioxanthene-10,10-dioxide CC1(C2=CC=CC=C2S(C=2C=CC=CC12)(=O)=O)C